C(C)(=O)N1C2CC(C(C1)C2)C(C(=O)NC2=NC=C(C(=C2)C2=C1N(N=C2)CC(C1)(C)C)Cl)C (2-acetyl-2-azabicyclo[2.2.1]heptan-5-yl)-N-(5-chloro-4-(5,5-dimethyl-5,6-dihydro-4H-pyrrolo[1,2-b]pyrazol-3-yl)pyridin-2-yl)propanamide